4,4'-(furan-3,4-diyl)bis(3-chlorophenol) O1C=C(C(=C1)C1=C(C=C(C=C1)O)Cl)C1=C(C=C(C=C1)O)Cl